COC1=CC=C(C=C1)C1=CC(=CC=C1)C(C)=O 1-(4'-methoxy-[1,1'-biphenyl]-3-yl)ethan-1-one